C(C)OC1=C(C(=CC=C1)F)C1=NC=CC2=C1CN(C2=O)C2=NC(=NC(=C2)C)N2CCNCC2 4-(2-ethoxy-6-fluorophenyl)-2-(6-methyl-2-(piperazin-1-yl)pyrimidin-4-yl)-2,3-dihydro-1H-pyrrolo[3,4-c]pyridin-1-one